C(C)(C)(C)OC(=O)N1[C@H](C[C@H](C1)F)C(=O)O (2R,4R)-1-tert-butoxy-carbonyl-4-fluoro-pyrrolidine-2-carboxylic acid